6-chloro-7-cyano-N-[5-(2-fluoroethoxy)-4-methoxy-pyrimidin-2-yl]-1H-indole-3-sulfonic acid amide ClC1=CC=C2C(=CNC2=C1C#N)S(=O)(=O)NC1=NC=C(C(=N1)OC)OCCF